C1(CC1)C(=O)NC1=CC(=C(N=N1)C(=O)N)NC1=C(C(=CC=C1)C=1C=NN(C1)[C@H]1[C@H](CCC1)OC(F)F)OC 6-(cyclopropanecarboxamido)-4-((3-(1-((1R,2S)-2-(difluoromethoxy)cyclopentyl)-1H-pyrazol-4-yl)-2-methoxyphenyl)amino)pyridazine-3-carboxamide